1-(2-(2-aminoethoxy)ethyl)-7-methyl-2-thioxo-1,2,3,5-tetrahydro-4H-pyrrolo[3,2-d]pyrimidin-4-one NCCOCCN1C(NC(C2=C1C(=CN2)C)=O)=S